FC1=CC=C(C=C1)[C@@H]1N(CCC2=CC=CC=C12)C(=O)O[C@@H]1C[C@@H](C1)CNC(=O)OC(C)(C)C cis-3-(((tert-butoxycarbonyl)amino)methyl)cyclobutyl (S)-1-(4-fluorophenyl)-3,4-dihydroisoquinoline-2(1H)-carboxylate